FC(C(=O)N1CCP(CC1)(=O)C1=CC2=C(N=C(N=C2N[C@H](C)C2=CC(=CC=C2)C(F)(F)F)C)C=N1)F 1-(difluoroacetyl)-4-[2-methyl-4-({(1R)-1-[3-(trifluoromethyl)phenyl]ethyl}amino)pyrido[3,4-d]pyrimidin-6-yl]-1,4lambda5-azaphosphinan-4-one